N-(6-amino-5-methylpyridin-3-yl)-2-((2R,5S)-2-(benzo[d]thiazol-5-yl)-5-methylpiperidin-1-yl)-2-oxoacetamide NC1=C(C=C(C=N1)NC(C(=O)N1[C@H](CC[C@@H](C1)C)C=1C=CC2=C(N=CS2)C1)=O)C